C(=C)C1=CC=C(C=C1)C(C(C)(C)OC)=O 1-(4-ethenylphenyl)-2-methoxy-2-methylpropan-1-one